O1CCC(CC1)C1=NC=2C(=NC=CC2)N1 2-tetrahydropyran-4-yl-3H-imidazo[4,5-b]pyridin